(S)-2-amino-3-((S)-2-oxopyrrolidin-3-yl)propionamide 4-methylbenzenesulfonate CC1=CC=C(C=C1)S(=O)(=O)O.N[C@H](C(=O)N)C[C@H]1C(NCC1)=O